5-methoxy-1H-benzimidazole-2-carboxamide COC1=CC2=C(NC(=N2)C(=O)N)C=C1